2-((3-(2-(dipropylamino)ethyl)-1H-indol-6-yl)oxy)-6-(hydroxymethyl)tetrahydro-2H-pyran-3,4,5-triol C(CC)N(CCC1=CNC2=CC(=CC=C12)OC1OC(C(C(C1O)O)O)CO)CCC